BrC1=CC(=C(C(=C1)Cl)N1C(=CC(C2=C(N=CC(=C12)Cl)OCC(=O)N)=O)C)Cl 2-((1-(4-bromo-2,6-dichlorophenyl)-8-chloro-2-methyl-4-oxo-1,4-dihydro-1,6-naphthyridin-5-yl)oxy)acetamide